[NH+]1(C=CC2=CC=CC=C12)[O-] Indole 1-oxide